NC=1NC(C=2N=CN(C2N1)[C@@H]1O[C@]([C@@H](C1)O)(CO)C#C)=O 2-amino-9-[(2R,4R,5S)-5-ethynyl-4-hydroxy-5-(hydroxymethyl)tetrahydrofuran-2-yl]-1H-purin-6-one